CN(CCC[Si](OCC)(OCC)OCC)CCC[Si](OCC)(OCC)OCC N-Methyl-3-(triethoxysilyl)-N-[3-(triethoxysilyl)propyl]-1-propanamin